C(C)O[Si](CCCC(CCC(CCCC(=O)[O-])Cl)Cl)(OCC)OCC 9-triethoxysilyl-3,6-dichlorononylacetate